(R)-2-(3,5-dichloro-4-(4-hydroxy-3-((3-hydroxypyrrolidin-1-yl)sulfonyl)phenoxy)phenyl)-6-(difluoromethyl)-1,2,4-triazine-3,5(2H,4H)-dione ClC=1C=C(C=C(C1OC1=CC(=C(C=C1)O)S(=O)(=O)N1C[C@@H](CC1)O)Cl)N1N=C(C(NC1=O)=O)C(F)F